NC=1C2=C(N=CN1)SC(=N2)C2=C(C=O)C=CC(=C2)C (7-aminothiazolo[5,4-d]pyrimidin-2-yl)-4-methylbenzaldehyde